(R)-2-(6-chloro-5-fluoro-2-oxo-1,2-dihydrospiro[benzo[d][1,3]oxazine-4,3'-piperidine]-1'-carbonyl)-1-((2-(trimethylsilyl)ethoxy)methyl)-1H-imidazole-4-carbaldehyde ClC1=C(C2=C(NC(O[C@@]23CN(CCC3)C(=O)C=3N(C=C(N3)C=O)COCC[Si](C)(C)C)=O)C=C1)F